COC=1N=C2C(=CC=NC2=CC1OC)OC1=C(C=C(C=C1)NC(=O)C1=CN(C(=C(C1=O)C1=C(C=C(C=C1)F)C)CO)CCO)F N-[4-[(6,7-dimethoxy-1,5-naphthyridin-4-yl)oxy]-3-fluorophenyl]-5-(4-fluoro-2-methylphenyl)-1-(2-hydroxyethyl)-6-(hydroxymethyl)-4-oxopyridine-3-carboxamide